N[C@@H]1[C@@H]([C@H]2CC[C@@H]1C2)C(=O)O (1S,2R,3S,4R)-3-aminobicyclo[2.2.1]heptane-2-carboxylic acid